C(#N)C1=C(C=C(C=C1)N1CCC(CC1)C(=O)NC1=NC=C(C=C1)N1CCN(CC1)CCC1CCN(CC1)C=1C=C2C(N(C(C2=CC1)=O)C1C(NC(CC1)=O)=O)=O)C(F)(F)F 1-(4-cyano-3-(trifluoromethyl)phenyl)-N-(5-(4-(2-(1-(2-(2,6-dioxopiperidin-3-yl)-1,3-dioxoisoindolin-5-yl)piperidin-4-yl)ethyl)piperazin-1-yl)pyridin-2-yl)piperidin-4-carboxamide